monofluoromethyl sulfate S(=O)(=O)(OCF)[O-]